C(C)(C)(C)OC(NC1CN(CCC1(F)F)C1C(CC(C1)C1=CC=C(C=C1)F)O)=O 4,4-difluoro-1-(4-(4-fluorophenyl)-2-hydroxycyclopentyl)piperidin-3-ylcarbamic acid tert-butyl ester